4-(2-chloro-9-((methylsulfonyl)methyl)-8-(pyridin-4-yl)-9H-purin-6-yl)morpholine tert-butyl-(5S)-5-methyl-2-(2,3,4,5,6-pentadeuteriophenyl)piperidine-1-carboxylate C(C)(C)(C)OC(=O)N1C(CC[C@@H](C1)C)C1=C(C(=C(C(=C1[2H])[2H])[2H])[2H])[2H].ClC1=NC(=C2N=C(N(C2=N1)CS(=O)(=O)C)C1=CC=NC=C1)N1CCOCC1